sulfobehenic acid methyl ester sodium salt [Na+].COC(C(CCCCCCCCCCCCCCCCCCCC)S(=O)(=O)[O-])=O